tert-butyl (S)-4-(((1-methoxy-4-methyl-1-oxopentan-2-yl)carbamoyl)oxy)piperidine-1-carboxylate COC([C@H](CC(C)C)NC(=O)OC1CCN(CC1)C(=O)OC(C)(C)C)=O